5-bromo-N'-(cyclopropanecarbonyl)-1-(3-fluoro-4-methoxybenzoyl)-2,3-dihydro-1H-benzo[b]azepine-4-carbohydrazide BrC=1C2=C(N(CCC1C(=O)NNC(=O)C1CC1)C(C1=CC(=C(C=C1)OC)F)=O)C=CC=C2